CS(=O)(=O)NC=1C=NC2=CC(=NC(=C2C1)OC1CCC(CC1)NC1=NC=C(C=N1)C(=O)N)N1CCOCC1 2-[[4-[[3-(Methanesulfonamido)-7-morpholino-1,6-naphthyridin-5-yl]oxy]cyclohexyl]amino]pyrimidine-5-carboxamide